C(#N)CN1C(=CC2=CC=C(C=C12)F)C(=O)OC methyl 1-(cyanomethyl)-6-fluoro-1H-indole-2-carboxylate